ClC1=CC=C(C(=N1)N1N=C(C=C1C)C#N)C(C(F)F)O 1-[6-chloro-3-(2,2-difluoro-1-hydroxy-ethyl)-2-pyridinyl]-5-methyl-pyrazole-3-carbonitrile